2,7-dihydro-1,2-oxazepine O1NC=CC=CC1